1-acetyl-3-(3-chloro-5'-fluoro-2'-hydroxy-3'-(2-(piperazin-1-yl)pyridin-4-yl)-[1,1'-biphenyl]-4-yl)imidazolidin-2-one magnesium aluminum potassium [K].[Al].[Mg].C(C)(=O)N1C(N(CC1)C1=C(C=C(C=C1)C1=C(C(=CC(=C1)F)C1=CC(=NC=C1)N1CCNCC1)O)Cl)=O